FC([C@H](C)N1N=NC2=C1C=C(C=C2)C=2C(=CN1N=C(N=C(C12)OC)N[C@H]1[C@@H](CN(CC1)C1COC1)F)F)F 5-(1-((S)-1,1-difluoropropan-2-yl)-1H-benzo[d][1,2,3]triazol-6-yl)-6-fluoro-N-((3R,4R)-3-fluoro-1-(oxetan-3-yl)piperidin-4-yl)-4-methoxypyrrolo[2,1-f][1,2,4]triazin-2-amine